ClC=1C=C(C=C(C1)Cl)C1=NC(=CC(=C1)CN1CCC(CC1)COC(NC)=O)OC=1C=NC(=CC1)N1CCN(CC1)C[C@@H](C)O (R)-(1-((2-(3,5-dichlorophenyl)-6-((6-(4-(2-hydroxypropyl)piperazin-1-yl)pyridin-3-yl)oxy)pyridin-4-yl)methyl)piperidin-4-yl)methylmethylcarbamate